(7S,16S)-9-(2,6-difluorophenyl)-16-fluoro-3,7-dimethyl-13-oxa-18-thia-2,4,5,8-tetrazatetracyclo[8.8.0.02,6.011,17]octadeca-1(10),3,5,8,11(17)-pentaene FC1=C(C(=CC=C1)F)C1=N[C@H](C2=NN=C(N2C=2SC=3[C@H](CCOCC3C12)F)C)C